FC=1C=C(C(=NC1)OC)[C@@H](C)NC=1C=CC=2N(N1)C(=CN2)C2=CC(=NC=N2)CCO (R)-2-(6-(6-((1-(5-fluoro-2-methoxypyridin-3-yl)ethyl)amino)imidazo[1,2-b]pyridazin-3-yl)pyrimidin-4-yl)ethan-1-ol